2-[({1-[5-(aminocarbonyl)-2-methylphenyl]-3-bromo-6-methyl-2-oxo-1,2-dihydropyridin-4-yl}oxy)methyl]-5-fluorobenzylcarbamic acid methyl ester COC(NCC1=C(C=CC(=C1)F)COC1=C(C(N(C(=C1)C)C1=C(C=CC(=C1)C(=O)N)C)=O)Br)=O